OC(=O)C(F)(F)F.ClC1=C(C=C(C=C1)Cl)S(=O)(=O)NC1=C(C(=C(C=C1)F)C#CC=1C=NC(=NC1)NCCO)F 2,5-dichloro-N-(2,4-difluoro-3-((2-((2-hydroxyethyl)amino)pyrimidin-5-yl)ethynyl)phenyl)benzenesulfonamide TFA salt